(1S,4S)-5-(3-Fluoropyridin-4-yl)-N-(3-methoxybenzyl)-2,5-diazabicyclo[2.2.1]heptane-2-carboxamide FC=1C=NC=CC1N1[C@@H]2CN([C@H](C1)C2)C(=O)NCC2=CC(=CC=C2)OC